(S)-1-(2-((2-(4-((3-hydroxyazetidin-1-yl)methyl)thiophen-2-yl)pyrimidin-4-yl)amino)-5-(1-(tetrahydro-2H-pyran-4-yl)-1H-pyrazol-4-yl)pyridin-4-yl)piperidin-3-ol OC1CN(C1)CC=1C=C(SC1)C1=NC=CC(=N1)NC1=NC=C(C(=C1)N1C[C@H](CCC1)O)C=1C=NN(C1)C1CCOCC1